CNC(=O)C=1NC=C(C1)C1=NC(=NC=C1C(F)(F)F)NC1CNCCC1 N-methyl-4-{2-[(piperidin-3-yl)amino]-5-(trifluoromethyl)pyrimidin-4-yl}-1H-pyrrol-2-carboxamide